2-phenyl-2,1-borazine C1(=CC=CC=C1)B1NC=CC=C1